C1(=CC=CC=C1)OP(=O)(OC1=CC=CC=C1)OC1=CC=CC=C1 Triphenylphosphat